N-methyl-N-(5-((R)-1-trityl-aziridine-2-carboxamido)picolinoyl)-L-valine CN([C@@H](C(C)C)C(=O)O)C(C1=NC=C(C=C1)NC(=O)C1[N@@](C1)C(C1=CC=CC=C1)(C1=CC=CC=C1)C1=CC=CC=C1)=O